N-(4-cyanotetrahydro-2H-pyran-4-yl)-6-(5-(3,5-dichloro-4-fluorophenyl)-5-(trifluoromethyl)-4,5-dihydroisoxazol-3-yl)-6,7-dihydro-5H-pyrrolo[3,4-d]pyrimidine-2-carboxamide C(#N)C1(CCOCC1)NC(=O)C=1N=CC2=C(N1)CN(C2)C2=NOC(C2)(C(F)(F)F)C2=CC(=C(C(=C2)Cl)F)Cl